2-(trimethyl-silyl)ethoxy(methyl)-1H-imidazole-2-carbaldehyde C[Si](CCOC=1N=C(N(C1)C)C=O)(C)C